C(#N)C12CCC(CC1)(CC2)NC(C2=C(C=CC(=C2)S(F)(F)(F)(F)F)NS(N(C)C)(=O)=O)=O N-(4-cyanobicyclo[2.2.2]oct-1-yl)-2-((N,N-dimethylsulfamoyl)amino)-5-(pentafluoro-lambda6-sulfanyl)benzamide